1-methyl-4-[4-(5-methyl-1,3-benzoxazol-2-yl)piperidin-1-yl]-7-{[oxiran-2-yl]methoxy}-2-oxo-1,2-dihydroquinoline-3-carbonitrile CN1C(C(=C(C2=CC=C(C=C12)OCC1OC1)N1CCC(CC1)C=1OC2=C(N1)C=C(C=C2)C)C#N)=O